(2,4,6-trifluorobenzyl)-3,6,8,10-tetrahydro-2H-1,7-methanopyrido[1,2-b][1,2,5]triazecine FC1=C(CC2CC=CCN3CC=4N(N2C3)C=CCC4)C(=CC(=C1)F)F